BrC1=C(C=CC=C1)C1=CC=C(C=C1)C(F)(F)F 2-bromo-4'-trifluoromethyl-biphenyl